3-(3-oxo-2-pentyl)cyclopentyl-malonic acid dimethyl ester COC(C(C(=O)OC)C1CC(CC1)C(C)C(CC)=O)=O